1-octyl alcohol C(CCCCCCC)O